iodononanoic anhydride IC(C(=O)OC(C(CCCCCCC)I)=O)CCCCCCC